FC(CN1C=CC2=C1N=CNC2=O)(F)F 7-(2,2,2-trifluoroethyl)-3,7-dihydro-4H-pyrrolo[2,3-d]pyrimidin-4-one